butyl (s)-4-(7-bromo-2-(((s)-1-methylpyrrolidin-2-yl)methoxy)pyrido[3,2-d]pyrimidin-4-yl)-2-(cyanomethyl)piperazine-1-carboxylate BrC1=CC=2N=C(N=C(C2N=C1)N1C[C@@H](N(CC1)C(=O)OCCCC)CC#N)OC[C@H]1N(CCC1)C